NC1=NC(=C(C=C1C=1C=C2CCNC(C2=CC1)=O)C1=CC=C(C=C1)C1(CNC1)F)F 6-(2-amino-6-fluoro-5-(4-(3-fluoroazetidin-3-yl)phenyl)pyridin-3-yl)-3,4-dihydroisoquinolin-1(2H)-one